S1C(=CC=C1)C1=NC2=CC=CC=C2C=2N1C1=C(N2)C=CC=C1 6-Thiophen-2-yl-benzo[4,5]imidazo[1,2-c]quinazoline